[F-].C(=O)O[Al+2].[F-] formoxyaluminum fluoride